2-isopropyl-1,4-benzoquinone C(C)(C)C=1C(C=CC(C1)=O)=O